CC[C@H](C)[C@H]1C(=O)N[C@H](C(=O)N[C@H](C(=O)N[C@H](C(=O)N[C@H](C(=O)N[C@H](C(=O)N[C@H](C(=O)N/C(=C/C)/C(=O)N[C@H](C(=O)N[C@H](C(=O)N[C@H](C(=O)N[C@H](C(=O)N[C@H](C(=O)N1)[C@@H](C)O)C(C)C)CCSC)CC2=CC=C(C=C2)O)CCCN=C(N)N)C(C)C)CC3=CC=CC=C3)C(C)C)C(C)C)C(C)C)[C@@H](C)O The molecule is a homodetic cyclic peptide isolated from the culture medium of the cyanobacterium Tolypothrix byssoidea. It has a role as an antifungal agent and a bacterial metabolite.